FC1(CCN(CC1)C1=C(C=CC=C1)NS(=O)(=O)C1=CC=C(C=C1)S(=O)(=O)N(C)C)COC(F)(F)F N4-(2-{4-fluoro-4-[(trifluoromethoxy)methyl]piperidin-1-yl}phenyl)-N1,N1-dimethylbenzene-1,4-disulfonamide